2-(but-3-yn-1-yloxy)-N-(2-(2,6-dioxopiperidin-3-yl)-1,3-dioxoisoindolin-5-yl)acetamide C(CC#C)OCC(=O)NC=1C=C2C(N(C(C2=CC1)=O)C1C(NC(CC1)=O)=O)=O